(R)-1-(3-(3-chloro-6-(1-(2,2-difluoroethyl)-1H-pyrazol-4-ylamino)-1H-pyrazolo[3,4-d]pyrimidin-4-ylamino)piperidin-1-yl)prop-2-en-1-one ClC1=NNC2=NC(=NC(=C21)N[C@H]2CN(CCC2)C(C=C)=O)NC=2C=NN(C2)CC(F)F